4,5α-epoxy-17-methyl-3,6α-morphinandiol CN1[C@H]2[C@@H]3CC[C@@H]([C@H]4[C@@]3(C=3C(=C(C=CC3C2)O)O4)CC1)O